(R)-N-(2-(4-cyanothiazolidin-3-yl)-2-oxoethyl)-6-((1,3-difluoropropan-2-yl)oxy)-quinoline-4-carboxamide C(#N)[C@H]1N(CSC1)C(CNC(=O)C1=CC=NC2=CC=C(C=C12)OC(CF)CF)=O